C(CC)[C@@H]1C(C(OC1)=O)S(=O)(=O)C=1C=NC=CC1 (4S)-4-propyl-3-(pyridin-3-ylsulfonyl)di-hydrofuran-2(3H)-one